citric acid monopotassium phosphate P(=O)([O-])(O)O.[K+].C(CC(O)(C(=O)O)CC(=O)O)(=O)O